CN1N=CC(=C1C)NC1=NC=C(C(=N1)N1C=C(C2=CC(=CC=C12)NC(C=C)=O)C)F N-[1-[2-[(1,5-dimethylpyrazol-4-yl)amino]-5-fluoro-pyrimidin-4-yl]-3-methyl-indol-5-yl]prop-2-enamide